NC1=C2C(=NC=N1)N(N=C2C2=CC=C(C=C2)OC2=CC=CC=C2)CCNS(=O)(=O)C2=C(C(=C(C(=C2O)F)F)F)F N-(2-(4-amino-3-(4-phenoxyphenyl)-1H-pyrazolo[3,4-d]pyrimidin-1-yl)ethyl)-2,3,4,5-tetrafluoro-6-hydroxybenzenesulfonamide